OC[C@@H]1N(C[C@H](NC1)C)C=1C2=C(N(C(N1)=O)C)C=CC(=N2)C#N 4-((2R,5R)-2-(Hydroxymethyl)-5-methylpiperazin-1-yl)-1-methyl-2-oxo-1,2-dihydropyrido[3,2-d]pyrimidine-6-carbonitrile